propane-1,2-diyl bis(2-hexyldecanoate) [3-((3-((R)-2-Hydroxy-3,3-dimethyl-4-((3-(pyrrolidin-1-yl)propanoyl)oxy)butanamido)propanoyl)oxy)propane-1,2-diyl bis(2-hexyldecanoate)] O[C@@H](C(=O)NCCC(=O)OCC(CC(C(=O)O)(CCCCCCCC)CCCCCC)C(C(=O)O)(CCCCCCCC)CCCCCC)C(COC(CCN1CCCC1)=O)(C)C.C(CCCCC)C(C(=O)OCC(C)OC(C(CCCCCCCC)CCCCCC)=O)CCCCCCCC